4-chloro-5-fluoro-2-methyl-6-{[(1r,4r)-4-(trifluoromethyl)cyclohexyl]oxy}pyrimidine ClC1=NC(=NC(=C1F)OC1CCC(CC1)C(F)(F)F)C